(4-(benzyl(methyl)amino)piperidin-1-yl)(5-methyl-2,3-dihydro-1H-pyrrolo[3,2-b]pyridin-1-yl)methanone C(C1=CC=CC=C1)N(C1CCN(CC1)C(=O)N1CCC2=NC(=CC=C21)C)C